methyl 4-amino-1-(1-methoxyisoquinolin-5-yl)-2-oxo-7-(trifluoromethoxy)-1,2-dihydroquinoline-3-carboxylate NC1=C(C(N(C2=CC(=CC=C12)OC(F)(F)F)C1=C2C=CN=C(C2=CC=C1)OC)=O)C(=O)OC